C(C)S(=O)(=O)C=1N=C2N(C=CC=C2)C1C1=NC=2C(=NC=C(C2)C(F)(F)F)N1C 2-(2-(Ethylsulfonyl)imidazo[1,2-a]pyridin-3-yl)-3-methyl-6-(trifluoromethyl)-3H-imidazo[4,5-b]pyridine